N-(8-(methylamino)-5-(5-phenyl-1-(tetrahydro-2H-pyran-2-yl)-1H-pyrazol-3-yl)-2,7-naphthyridin-3-yl)cyclopropanecarboxamide CNC=1N=CC(=C2C=C(N=CC12)NC(=O)C1CC1)C1=NN(C(=C1)C1=CC=CC=C1)C1OCCCC1